2'-Vinyl-[1,1'-biphenyl]-2-carbaldehyde C(=C)C1=C(C=CC=C1)C=1C(=CC=CC1)C=O